(4S)-4-[(E,1R)-1-hydroxydocosane-2-enyl]-2,2-dimethyl-oxazolidine-3-carboxylate O[C@H](\C=C\CCCCCCCCCCCCCCCCCCC)[C@H]1N(C(OC1)(C)C)C(=O)[O-]